NC=1N=NC(=CC1N1C[C@@H](OCC1)C1=CC=C(C(=O)OC)C=C1)C1=C(C=CC=C1)O Methyl (S)-4-(4-(3-amino-6-(2-hydroxyphenyl)pyridazin-4-yl)morpholin-2-yl)benzoate